4-(2-methoxypyridin-4-yl)-9-methyl-3,4,7,15-tetraazatricyclo[12.3.1.02,6]Octadec-1(18),2,5,14,16-pentaen-8-one COC1=NC=CC(=C1)N1N=C2C=3C=CN=C(CCCCC(C(NC2=C1)=O)C)C3